[Na].ClC1=C(C=CC=C1C)[C@H]1N(CC[C@H]1OCC(C)(C)O)C(CN1N=C(C=C1C(F)(F)F)C1CC1)=O 1-[(2R,3R)-2-(2-chloro-3-methyl-phenyl)-3-(2-hydroxy-2-methyl-propoxy)pyrrolidine-1-yl]-2-[3-cyclopropyl-5-(trifluoromethyl)pyrazol-1-yl]ethanone Sodium